2-(6-{5-chloro-2-[(oxan-4-yl)amino]pyrimidin-4-yl}-1-oxo-2,3-dihydro-1H-isoindol-2-yl)-N-(1-methylcyclohexyl)-acetamide ClC=1C(=NC(=NC1)NC1CCOCC1)C1=CC=C2CN(C(C2=C1)=O)CC(=O)NC1(CCCCC1)C